C(=O)O.FC(C(=O)NO)C 2-fluoro-N-hydroxypropanamide formate